N-(2,6-difluoro-3-(5-(naphthalen-1-yl)-1H-pyrrolo-[2,3-b]pyridine-3-carbonyl)phenyl)-methanesulfonamide FC1=C(C(=CC=C1C(=O)C1=CNC2=NC=C(C=C21)C2=CC=CC1=CC=CC=C21)F)NS(=O)(=O)C